7-hydroxy-8-(4-benzyl-1-piperazinylmeth-yl)-3-acetylcoumarin oxime OC1=CC=C2C=C(C(OC2=C1CN1CCN(CC1)CC1=CC=CC=C1)=NO)C(C)=O